2-methoxy-N-(2-(2-(methylsulfinyl)-6-(4-morpholinophenylamino)pyrimidin-4-ylamino)ethyl)nicotinamide COC1=C(C(=O)NCCNC2=NC(=NC(=C2)NC2=CC=C(C=C2)N2CCOCC2)S(=O)C)C=CC=N1